(4R)-3-[2-[[(1S)-1-(2,2-difluoro-1,3-benzodioxol-5-yl)ethyl]amino]-4-pyridyl]-1-(oxetan-3-yl)-4,5,6,7-tetrahydroindazol-4-ol FC1(OC2=C(O1)C=CC(=C2)[C@H](C)NC2=NC=CC(=C2)C2=NN(C=1CCC[C@H](C21)O)C2COC2)F